Cl.CC=1C(=NC(=NC1)NC=1C=C2C(=CNC2=CC1)C=1CCNCC1)N1C=C(C=C1)C(=O)N 1-(5-methyl-2-((3-(1,2,3,6-tetrahydropyridin-4-yl)-1H-indol-5-yl)amino)pyrimidin-4-yl)-1H-pyrrole-3-carboxamide hydrochloride